(S)-4,4-Difluoropyrrolidine-1,2-dicarboxylic acid FC1(C[C@H](N(C1)C(=O)O)C(=O)O)F